FC(C(=C(C(C(F)(F)F)(F)F)C(F)(F)F)F)(F)F perfluoro-3-methyl-2-pentene